C(C)N(CC)C[Si](C1=C(C=C)C=CC=C1)(C)C 2-(diethylaminomethyldimethylsilyl)styrene